(S)-N-(2-amino-1-(3-chlorophenyl)ethyl)-1-(2-((3,3-difluorocyclobutyl)amino)-5-methyl-pyrimidin-4-yl)-1H-imidazole-4-carboxamide hydrochloride salt Cl.NC[C@H](C1=CC(=CC=C1)Cl)NC(=O)C=1N=CN(C1)C1=NC(=NC=C1C)NC1CC(C1)(F)F